(2R,8S)-8-({5-[(tert-butoxycarbonyl)amino]-6-(methoxycarbonyl)-3-(trifluoromethyl)pyridin-2-yl}oxy)-2-hydroxy-2-(trifluoromethyl)nonanoic acid C(C)(C)(C)OC(=O)NC=1C=C(C(=NC1C(=O)OC)O[C@H](CCCCC[C@@](C(=O)O)(C(F)(F)F)O)C)C(F)(F)F